2-(1,1-dimethoxyethyl)-5-iodothiazole COC(C)(OC)C=1SC(=CN1)I